CC1=C(C=C(C=C1)NC(C1=NC=CC(=C1)C(F)(F)F)=O)NC1=NC=CC=C1C1=C2N=CNC2=NC(=N1)C N-(4-methyl-3-((3-(2-methyl-9H-purin-6-yl)pyridin-2-yl)amino)phenyl)-4-(trifluoromethyl)picolinamide